CC1=C(C(=NN1C1CCOCC1)OCCCO)[N+](=O)[O-] 3-((5-methyl-4-nitro-1-(tetrahydro-2H-pyran-4-yl)-1H-pyrazol-3-yl)oxy)propan-1-ol